C1CC12CC1(CCNCC1)C2 8-azadispiro[2.1.55.13]undecane